C(C)(C)(C)OC(=O)N(CCCN(CC(CCCCCC(=O)OC\C=C/CCCCCC)O[Si](C)(C)C(C)(C)C)CC(CCCCCC(=O)OC\C=C/CCCCCC)O[Si](C)(C)C(C)(C)C)C di((Z)-non-2-en-1-yl) 8,8'-((3-((tert-butoxycarbonyl) (methyl) amino)propyl)azanediyl)bis(7-((tert-butyldimethylsilyl)oxy) octanoate)